OC1=C2C(CC(OC2=CC=C1)C1=CC=C(C=C1)O)=O 5,4'-dihydroxyflavanone